CC1=C(C(C=O)=CC=C1C)C=O 3,4-dimethylphthalaldehyde